ethyl 5-amino-6-methyl-6,8-dihydro-1H-furo[3,4-d]pyrrolo[3,2-b]pyridine-2-carboxylate NC1=C2C(=C3C(=N1)C=C(N3)C(=O)OCC)COC2C